iridium(III) bis(phenylbenzoquinoline) C1(=CC=CC=C1)C1=NC2=C3C(=CC=C2C=C1)C=CC=C3.C3(=CC=CC=C3)C3=NC1=C2C(=CC=C1C=C3)C=CC=C2.[Ir+3]